(4,1)-bipyrazole cyclodecane-3-carbamate C1CC(CCCCCCC1)NC(=O)O.N1N=CC(=C1)N1N=CC=C1